BrC=1SC=2C(N1)=C(C=C1C2OCO1)C(C(C)(C)C)=O 1-(7-bromo-[1,3]dioxolo[4',5':3,4]benzo[1,2-d]thiazol-5-yl)-2,2-dimethylpropan-1-one